sebacamid C(CCCCCCCCC(=O)N)(=O)N